ClC1=C(C=C(C(=O)N2CCC(CC2)O[C@H]2[C@@H](CN(CC2)C(=O)OC(C)(C)C)F)C=C1)N1C(NC(CC1)=O)=O tert-butyl (3R,4R)-4-((1-(4-chloro-3-(2,4-dioxotetrahydropyrimidin-1(2H)-yl)benzoyl)piperidin-4-yl)oxy)-3-fluoropiperidine-1-carboxylate